C1OOCC1 2,3-Dioxolane